O=CCNC(=O)C=1C(=C(C(=O)O)C=CC1)C=1C=C2C=CC=NC2=CC1 2-oxoethylcarbamoyl-quinolin-6-yl-benzoic acid